C1(=CC=C(C=C1)C=1C=C2C(=CNC2=CC1Cl)C(=O)NOC)C1=CC=CC=C1 5-([1,1'-biphenyl]-4-yl)-6-chloro-N-methoxy-1H-indole-3-carboxamide